N-(1-(imidazo[1,2-a]pyrazine-3-carbonyl)indolin-6-yl)-3-(4-methyl-1H-imidazol-1-yl)-5-(trifluoromethyl)benzamide bis(2,4-dinitro-6-methylphenyl)-Oxalat [N+](=O)([O-])C1=C(C(=CC(=C1)[N+](=O)[O-])C)OC(C(=O)OC1=C(C=C(C=C1C)[N+](=O)[O-])[N+](=O)[O-])=O.N=1C=C(N2C1C=NC=C2)C(=O)N2CCC1=CC=C(C=C21)NC(C2=CC(=CC(=C2)C(F)(F)F)N2C=NC(=C2)C)=O